hydroxyethylidenebisphosphonic acid tetrasodium salt [Na+].[Na+].[Na+].[Na+].OCC(P([O-])([O-])=O)P([O-])([O-])=O